FC1=C(C=C(C=C1)C(C)O)C(=C)C 1-(4-fluoro-3-(prop-1-en-2-yl)phenyl)ethan-1-ol